ClC1=CC=C2C(=CC=NC2=C1)NC(CCCN(CCO)CC)C 2-[[4-[(7-chloro-4-quinolyl)amino]pentyl]ethylamino]-ethanol